(2,3-Dihydrobenzo[b][1,4]dioxin-2-yl)(1-(2-(dimethylamino)ethyl)-6-(1H-pyrazol-4-yl)-1H-indazol-3-yl)methanone O1C2=C(OCC1C(=O)C1=NN(C3=CC(=CC=C13)C=1C=NNC1)CCN(C)C)C=CC=C2